N(=N\C(=O)OCCOC)/C(=O)OCCOC bis(2-methoxyethyl) (E)-diazene-1,2-dicarboxylate